C(C)(C)(C)OC(=O)N1CC(C1)OC(=O)NC=1N=CC2=C(C(=C(C=C2C1)C1=C(C2=C(OCCN2C(=O)OC(C)(C)C)N=C1)C)F)Cl tert-Butyl 7-[3-[(1-tert-butoxycarbonylazetidin-3-yl)oxycarbonylamino]-8-chloro-7-fluoro-6-isoquinolyl]-8-methyl-2,3-dihydropyrido[2,3-b][1,4]oxazine-1-carboxylate